O1C(=CC=C1)C=C(C(=O)O)C(=O)O 2-(2-furylmethylene)malonic Acid